FC1(OC2=C(O1)C=CC(=C2)[C@@H](C)OC=2C=C(C=CC2)N2N=C(C=1CCCC(C21)O[C@@H]2CC[C@H](CC2)C(=O)OCC)C(F)(F)F)F trans-ethyl 4-((1-(3-((R)-1-(2,2-difluorobenzo[d][1,3]dioxol-5-yl)ethoxy)phenyl)-3-(trifluoromethyl)-4,5,6,7-tetrahydro-1H-indazol-7-yl)oxy)cyclohexane-1-carboxylate